(R)-3-(2-(4-(4-fluorophenyl)piperazin-1-yl)ethyl)-8-glycyl-2-oxa-8-azaspiro[4.5]decan-1-one dihydrochloride Cl.Cl.FC1=CC=C(C=C1)N1CCN(CC1)CC[C@@H]1OC(C2(C1)CCN(CC2)C(CN)=O)=O